4-[[4-[[(1S)-2-hydroxy-1-phenyl-ethyl]amino]-5-(3-methyl-1,2,4-oxadiazol-5-yl)pyrimidin-2-yl]amino]-N,N,2-trimethyl-benzamide OC[C@H](C1=CC=CC=C1)NC1=NC(=NC=C1C1=NC(=NO1)C)NC1=CC(=C(C(=O)N(C)C)C=C1)C